F[C@](C)(S(=O)(=O)C1=CC(=NN1C)C(F)(F)F)C1CCN(CC1)C(=O)NC1=NOC=C1 (R)-4-(1-fluoro-1-((1-methyl-3-(trifluoromethyl)-1H-pyrazol-5-yl)sulfonyl)ethyl)-N-(isoxazol-3-yl)piperidine-1-carboxamide